C(C)(=O)OCCN1C[C@@H](CCC1)NC1=NN=C(C2=CC=CC=C12)C1=C(C=C(C=C1)C=O)OCOCC (R)-2-(3-((4-(2-(ethoxymethoxy)-4-formylphenyl)phthalazin-1-yl)amino)piperidin-1-yl)ethyl acetate